Propane-1,3-diylbis(12-hydroxyoctadecanoate) C(CCC(C(=O)[O-])CCCCCCCCCC(CCCCCC)O)C(C(=O)[O-])CCCCCCCCCC(CCCCCC)O